tert-butyl (6-bromo-2-chloropyrrolo[2,1-f][1,2,4]triazin-4-yl)(isothiazol-3-ylmethyl)carbamate BrC=1C=C2C(=NC(=NN2C1)Cl)N(C(OC(C)(C)C)=O)CC1=NSC=C1